N-(2-aminoethylmethyl)-3-aminopropyltriethoxysilane NCCCNCCC[Si](OCC)(OCC)OCC